4-(6-(5,6-Dimethoxypyridin-3-yl)-4-methylquinazolin-8-yl)-N-(2-(dimethylamino)ethyl)benzamide COC=1C=C(C=NC1OC)C=1C=C2C(=NC=NC2=C(C1)C1=CC=C(C(=O)NCCN(C)C)C=C1)C